{1-(1-{3-(difluoromethyl)-5-[(dimethylamino)methyl]benzoyl}piperidin-4-yl)-3-[4-(7H-pyrrolo[2,3-d]pyrimidin-4-yl)-1H-pyrazol-1-yl]azetidin-3-yl}acetonitrile FC(C=1C=C(C(=O)N2CCC(CC2)N2CC(C2)(N2N=CC(=C2)C=2C3=C(N=CN2)NC=C3)CC#N)C=C(C1)CN(C)C)F